C(C)OC(CC1=C(OCC2=CC=CC3=C2C=C(O3)B(O)O)C=CC=C1)=O (4-((2-(2-ethoxy-2-oxoethyl)phenoxy)methyl)benzofuran-2-yl)boronic acid